COC(=O)C=1C(=CC=CC1)C1=CC=C(C=C1)C 4'-methyl-biphenyl-2-carboxylic acid methyl ester